ClC1=CC(=CC(=N1)N1CC2=CC=C(C=C2C1=O)C1(CC(C1)C#N)CC1=NN=CN1C)CNCC1CC(C1)(F)F 3-(2-(6-Chloro-4-((((3,3-difluorocyclobutyl)methyl)amino)methyl)pyridin-2-yl)-3-oxoisoindolin-5-yl)-3-((4-methyl-4H-1,2,4-triazol-3-yl)methyl)cyclobutane-1-carbonitrile